(trifluoromethyl)isoindolin-1-one formate C(=O)O.FC(F)(F)N1C(C2=CC=CC=C2C1)=O